N-(6-chloro-4-(propan-2-yl)-1,5-naphthyridin-3-yl)-N'-(6-(2H-1,2,3-triazol-2-yl)-5-(trifluoromethyl)pyridin-3-yl)urea ClC=1N=C2C(=C(C=NC2=CC1)NC(=O)NC=1C=NC(=C(C1)C(F)(F)F)N1N=CC=N1)C(C)C